5-Fluoro-N-(6-(3-(2-hydroxy-prop-2-yl)-1-methyl-1H-pyrazol-5-yl)-2-(o-tolylamino)-1,5-naphthyridin-3-yl)benzo[d]isothiazole-3-carboxamide FC=1C=CC2=C(C(=NS2)C(=O)NC=2C(=NC3=CC=C(N=C3C2)C2=CC(=NN2C)C(C)(C)O)NC2=C(C=CC=C2)C)C1